(cis)-8-(1-(difluoromethyl)-1H-pyrazol-3-yl)-2-fluoro-8-methyl-N-(4-(pyrimidin-2-yl)-3-(trifluoromethyl)phenyl)-7,8-dihydro-6H-cyclopenta[e]pyrazolo[1,5-a]pyrimidine-6-carboxamide FC(N1N=C(C=C1)[C@]1(C[C@H](C=2C=NC=3N(C21)N=C(C3)F)C(=O)NC3=CC(=C(C=C3)C3=NC=CC=N3)C(F)(F)F)C)F